tert-Butyl 8-(trifluoromethylsulfonyloxy)-3-azabicyclo[3.2.1]octane-3-carboxylate FC(S(=O)(=O)OC1C2CN(CC1CC2)C(=O)OC(C)(C)C)(F)F